NC1=CC=C(C=C1)C(C(=O)OCC)(C(F)(F)F)OC ethyl 2-(4-aminophenyl)-3,3,3-trifluoro-2-methoxypropanoate